2-amino-7-deaza-adenine-triphosphate OP(O)(=O)OP(=O)(O)OP(=O)(O)O.NC1=NC(=C2CC=NC2=N1)N